[Si](C)(C)(C(C)(C)C)OCC1=NN(C=2NC([C@@H]([C@@H](C21)C2=CC=C(C=C2)F)NC(C2=CC(=CC=C2)C(F)(F)F)=O)=O)C2CC2 |r| rac-N-((4R,5R)-3-(((tert-butyldimethylsilyl)oxy)methyl)-1-cyclopropyl-4-(4-fluorophenyl)-6-oxo-4,5,6,7-tetrahydro-1H-pyrazolo[3,4-b]pyridin-5-yl)-3-(trifluoromethyl)benzamide